N-(4,4-difluoro-6,7-dihydro-5H-pyrazolo[1,5-a]pyridin-2-yl)-4-methyl-3-[2-[5-(triazol-2-yl)-3-pyridyl]ethynyl]benzamide FC1(C=2N(CCC1)N=C(C2)NC(C2=CC(=C(C=C2)C)C#CC=2C=NC=C(C2)N2N=CC=N2)=O)F